5-(4-amino-2,6-dichlorophenoxy)-1-cyclopentyl-3-methyl-1,2-dihydropyridin-2-one NC1=CC(=C(OC=2C=C(C(N(C2)C2CCCC2)=O)C)C(=C1)Cl)Cl